ClC1=CC=C2C(=CN(C2=C1)C)S(=O)(=O)C1=CC(=C(C=C1)OC)N1CCNCC1 6-chloro-3-((4-methoxy-3-(piperazin-1-yl)phenyl)sulfonyl)-1-methyl-1H-indole